NCCC[SiH2]OCCCCCCCCCCCCCC(OCCCCCCCCCCCC)OCCCCCCCCCCCC 3-Aminopropyl(didodecanoxy)tetradecanoxysilan